N-[3-[2-(difluoromethoxy)-5-[1-[rac-(3R)-pyrrolidin-3-yl]pyrazol-4-yl]oxy-phenyl]-1-methyl-pyrazol-4-yl]pyrazolo[1,5-a]pyrimidine-3-carboxamide FC(OC1=C(C=C(C=C1)OC=1C=NN(C1)[C@H]1CNCC1)C1=NN(C=C1NC(=O)C=1C=NN2C1N=CC=C2)C)F |r|